bis(1H-imidazolyl)methanimine N1(C=NC=C1)C(=N)N1C=NC=C1